C[C@@](CC1=CC=CC=C1)(CC(C)C)NC(=O)C=1C=NC2=C(C=CC=C2C1)F N-[(2S)-2,4-dimethyl-1-phenylpent-2-yl]-8-fluoroquinoline-3-carboxamide